FC=1C(=NC=CC1)SC=1C=2N(C=C(C1)C=1C(=NN(C1)C1CCC(CC1)O)C)N=CC2C#N 4-((3-fluoropyridin-2-yl)thio)-6-(1-((1r,4r)-4-hydroxycyclohexyl)-3-methyl-1H-pyrazol-4-yl)pyrazolo[1,5-a]pyridine-3-carbonitrile